ethyl (2R,3R)-2-[(5-bromo-3-nitro-2-pyridyl)oxy]-3-(tertbutoxycarbonyl amino)-3-phenyl-propanoate BrC=1C=C(C(=NC1)O[C@@H](C(=O)OCC)[C@@H](C1=CC=CC=C1)NC(=O)OC(C)(C)C)[N+](=O)[O-]